(2S,4R)-4-hydroxy-N-{[4-(4-methyl-1,3-thiazol-5-yl)-2-(3-oxopropoxy)phenyl]methyl}-1-{3-methyl-2-[3-(morpholin-4-yl)-1,2-oxazol-5-yl]butanoyl}pyrrolidine-2-carboxamide O[C@@H]1C[C@H](N(C1)C(C(C(C)C)C1=CC(=NO1)N1CCOCC1)=O)C(=O)NCC1=C(C=C(C=C1)C1=C(N=CS1)C)OCCC=O